methyl 2-(3-aminoprop-1-yn-1-yl)-4-(4-((9-chloro-7-(2-fluoro-6-methoxyphenyl)-5H-benzo[c]pyrimido[4,5-e]azepin-2-yl)amino)-2-methoxybenzamido)benzoate NCC#CC1=C(C(=O)OC)C=CC(=C1)NC(C1=C(C=C(C=C1)NC=1N=CC2=C(C3=C(C(=NC2)C2=C(C=CC=C2OC)F)C=C(C=C3)Cl)N1)OC)=O